4-(2-naphthyl)biphenyl C1=C(C=CC2=CC=CC=C12)C1=CC=C(C=C1)C1=CC=CC=C1